N1=CC=C2N1C=C(C=C2)S(=O)(=O)N2CCC1(CCC(C1)N1CC3(COC3)C1)CC2 6-(8-(pyrazolo[1,5-a]pyridin-6-ylsulfonyl)-8-azaspiro[4.5]decan-2-yl)-2-oxa-6-azaspiro[3.3]heptane